3-(2-cyclohexyl-1H-benzo[d]imidazol-1-yl)-1-(4-methylpiperidin-1-yl)propan-1-one C1(CCCCC1)C1=NC2=C(N1CCC(=O)N1CCC(CC1)C)C=CC=C2